(R)-6-(2-(3'-(tert-butyl)-[1,1'-biphenyl]-3-yl)-2-hydroxyacetyl)-2-(1-phenylcyclopropyl)-5,6,7,8-tetrahydropyrido[4,3-d]pyrimidin-4(3H)-one C(C)(C)(C)C=1C=C(C=CC1)C1=CC(=CC=C1)[C@H](C(=O)N1CC2=C(N=C(NC2=O)C2(CC2)C2=CC=CC=C2)CC1)O